7-methoxy-4-(piperazin-1-yl)quinoline COC1=CC=C2C(=CC=NC2=C1)N1CCNCC1